ClC(C1=NC(=NO1)C1=CC=C(CP(NCC(C)(C)C)(=O)C)C=C1)(F)F P-(4-(5-(chlorodifluoromethyl)-1,2,4-oxadiazol-3-yl)benzyl)-P-methyl-N-neopentylphosphinic amide